CS(=O)C1=NC(=CC(=N1)C=1C(NC=CC1)=O)C(F)(F)F 3-(2-(methylsulfinyl)-6-(trifluoromethyl)pyrimidin-4-yl)pyridin-2(1H)-one